CC(C)N(CCC(C1=CC=CC=C1)C1=C(C=CC(=C1)C)O)C(C)C 2-[3-[di(1-methylethyl)amino]-1-phenylpropyl]-4-methylphenol